OC=1C=CC=C2CCC(CC12)N(CCC)CCC 8-hydroxy-2-(dipropylamino)tetrahydronaphthalene